6-fluoro-8-(2,2,3,3,9,9,10,10-octamethyl-4,8-dioxa-3,9-disilaundecan-5-yl)isoquinoline-5-carbaldehyde FC1=C(C=2C=CN=CC2C(=C1)C(O[Si](C(C)(C)C)(C)C)CCO[Si](C(C)(C)C)(C)C)C=O